C(C1=CC=CC=C1)OC=1C=C2C(CC=C(C2=CC1)C1=CC(=C(C=C1OC)N1CCC(CC1)C(OC)OC)Br)(F)F 1-(4-(6-(benzyloxy)-4,4-difluoro-3,4-dihydronaphthalen-1-yl)-2-bromo-5-methoxyphenyl)-4-(dimethoxymethyl)piperidine